2,5-bis(4-bromophenyl)naphtho[1,2-b:4,3-b']difuran BrC1=CC=C(C=C1)C1=CC2=C(O1)C1=CC=CC=C1C=1OC(=CC12)C1=CC=C(C=C1)Br